1-(tert-butyl) 2-methyl 4-hydroxypiperidine-1,2-dicarboxylate OC1CC(N(CC1)C(=O)OC(C)(C)C)C(=O)OC